4-((3-Chloro-4-(pyridin-2-ylmethoxy)phenyl)amino)-5-(3-hydroxypropoxy)quinoline ClC=1C=C(C=CC1OCC1=NC=CC=C1)NC1=CC=NC2=CC=CC(=C12)OCCCO